F[C@H]1CN2CCC([C@]2(C1)C(=O)OCC)=C ethyl (6R,7aR)-6-fluoro-1-methylenetetrahydro-1H-pyrrolizine-7a(5H)-carboxylate